[N-]=C=O.C(CC)OCCC dipropyl ether isocyanate